Tetrahydro-2H-pyran-4-yl (8-amino-6-(4,8-dimethyl-5,6,7,8-tetrahydro-1,5-naphthyridin-3-yl)-7-fluoroisoquinolin-3-yl)carbamate NC=1C(=C(C=C2C=C(N=CC12)NC(OC1CCOCC1)=O)C=1C=NC=2C(CCNC2C1C)C)F